[Ni](Cl)(Cl)(Cl)Cl.C(CCC)N1CN(C=C1)C 1-butyl-3-methylimidazole nickel tetrachloride salt